hexenoic acid methyl ester COC(C=CCCC)=O